C[C@@H](C(=O)O)OC1=CC=C(C=C1)OC2=CN=C3C=C(C=CC3=N2)Cl The molecule is a 2-{4-[(6-chloroquinoxalin-2-yl)oxy]phenoxy}propanoic acid that has S configuration. It is the (inactive) enantiomer of the herbicide quizalofop-P. It is an enantiomer of a quizalofop-P.